(S)-N-((4-ethyl-8-fluoro-4-hydroxy-9-methoxy-3,14-dioxo-3,4,12,14-tetrahydro-1H-pyrano-[3',4':6,7]indolizino[1,2-b]quinolin-11-yl)methyl)-2-hydroxy-ethane-1-sulfonamide C(C)[C@]1(C(OCC=2C(N3CC=4C(=NC=5C=C(C(=CC5C4CNS(=O)(=O)CCO)OC)F)C3=CC21)=O)=O)O